NC1=NC=CC=C1C1=NC=2C(=NC(=CC2)C2=CC=CC=C2)N1C1=CC(=C(C=C1)NC(=O)C1CC2(CC(C2)C(=O)O)C1)F 6-((4-(2-(2-aminopyridin-3-yl)-5-phenyl-3H-imidazo[4,5-b]pyridin-3-yl)-2-fluorophenyl)carbamoyl)spiro[3.3]heptane-2-carboxylic acid